tert-butyl (S)-(5-fluoro-6-(trifluoromethyl)-2,3-dihydrobenzofuran-3-yl)(methyl)carbamate FC=1C(=CC2=C([C@@H](CO2)N(C(OC(C)(C)C)=O)C)C1)C(F)(F)F